(8-methyl-2,3-dihydro-1H-pyrido[2,3-b][1,4]oxazin-7-yl)-N-(6-(2,2,2-trifluoroethyl)-5,6,7,8-tetrahydro-1,6-naphthyridin-3-yl)-5,6,7,8-tetrahydropyrido[3,4-d]pyrimidin-2-amine CC1=C(C=NC=2OCCNC21)C=2C1=C(N=C(N2)NC=2C=NC=3CCN(CC3C2)CC(F)(F)F)CNCC1